acryloyl-oxymethyl-methyldiethoxysilan C(C=C)(=O)OC[Si](OCC)(OCC)C